(6R,12R)-6,12-Dimethylpentadecan-2-one C[C@@H](CCCC(C)=O)CCCCC[C@@H](CCC)C